ClC1=CC2=C(CCC3=C(N2CCCCNC/C=C/C(=O)OCC)C=CC=C3COCCOC)C=C1 ethyl (E)-4-[4-(7-chloro-2-methoxyethoxymethyl-10,11-dihydro-dibenzo[b,f]azepin-5-yl)-butylamino]-but-2-enoate